[C@H]12CC(C[C@@H]2C1)N1C(C=CC2=C1N=C(N=C2)SC)=O 8-[(1R,3R,5S)-bicyclo[3.1.0]hex-3-yl]-2-(methylsulfanyl)pyrido[2,3-d]pyrimidin-7-one